FC(COCC)(C(F)(F)F)F ethyl (2,2,3,3,3-pentafluoro-n-propyl) ether